3-(5-ethynylpyridin-2-yl)-1,5-dimethyl-7-(oxetan-3-yl)-3,7-diazabicyclo[3.3.1]nonan-9-one C(#C)C=1C=CC(=NC1)N1CC2(CN(CC(C1)(C2=O)C)C2COC2)C